tert-butyl N-[(1S)-1-[4-(4-methyl-1,3-thiazol-5-yl)phenyl]ethyl]carbamate CC=1N=CSC1C1=CC=C(C=C1)[C@H](C)NC(OC(C)(C)C)=O